FC1=C(C(=CC=C1C=1CNC(C1)CCC1=CC=CC=C1)O)N1CC(NS1(=O)=O)=O 5-(2-fluoro-6-hydroxy-3-(5-phenethyl-2,5-dihydro-1H-pyrrol-3-yl)phenyl)-1,2,5-thiadiazolidin-3-one 1,1-dioxide